OC1=C(C=CC(=C1)C(F)(F)F)C1=C2C(=C(N=N1)NC[C@H]1CCC(N1)=O)N=CC=C2 (5R)-5-[[[5-[2-hydroxy-4-(trifluoromethyl)phenyl]pyrido[2,3-d]pyridazin-8-yl]amino]methyl]pyrrolidin-2-one